CON(C(=O)C1=CC=C2C=CNC2=C1)C N-Methoxy-N-Methyl-Indole-6-Carboxamide